FC(C(C)(C)NC(=O)C=1C2=C(N(N1)C=1C=[N+](C=CN1)[O-])[C@@H]1[C@H](C2)C1)(F)F 3-((4aS,5aS)-3-((1,1,1-trifluoro-2-methylpropan-2-yl)carbamoyl)-4,4a,5,5a-tetrahydro-1H-cyclopropa[4,5]cyclopenta[1,2-c]pyrazol-1-yl)pyrazine 1-oxide